C(C)(C)(C)OC(=O)N1[C@@H](CN([C@H](C1)C)C=1C=2N(N(C(C1)=O)C)C=C(N2)CN(C)C)C (2r,5s)-4-(2-((dimethylamino)methyl)-5-methyl-6-oxo-5,6-dihydroimidazo[1,2-b]pyridazin-8-yl)-2,5-dimethylpiperazine-1-carboxylic acid tert-butyl ester